OC1(CN(C1)C=1C=C2C(=CC=NC2=CC1)C(=O)OC)CO methyl 6-(3-hydroxy-3-(hydroxymethyl)azetidin-1-yl)quinoline-4-carboxylate